N-((5-(2,6-dioxopiperidin-3-yl)-6-oxo-5,6-dihydro-4H-thieno[2,3-c]pyrrol-2-yl)methyl)-2-(3-fluoro-2-methoxyphenyl)acetamide O=C1NC(CCC1N1C(C2=C(C1)C=C(S2)CNC(CC2=C(C(=CC=C2)F)OC)=O)=O)=O